5-bromo-2-methyl-indazole-7-carbonitrile BrC1=CC2=CN(N=C2C(=C1)C#N)C